[3-amino-5-(phenylsulfonyl)pyridin-2-yl][3-hydroxy-3-(trifluoromethyl)azetidin-1-yl]methanone NC=1C(=NC=C(C1)S(=O)(=O)C1=CC=CC=C1)C(=O)N1CC(C1)(C(F)(F)F)O